NC1=CC=C(N=N1)CC1C(NC[C@@H](C1)C(F)(F)F)=O (5R)-3-((6-aminopyridazin-3-yl)methyl)-5-(trifluoromethyl)piperidin-2-one